7-(pyridin-4-yl)-1,2-dihydro-3H-pyrrolo[3,4-c]pyridin-3-one N1=CC=C(C=C1)C=1C2=C(C=NC1)C(NC2)=O